[N+](=O)([O-])C1=C(C=C(C=O)CCCCC)C=CC=C1 2-nitro-α-amylcinnamaldehyde